p-menthane-7-ol C1(CCC(CC1)C(C)C)CO